N-((S)-1,3-dihydrospiro[indene-2,4'-piperidin]-1-yl)-2-methylpropane-2-sulfinamide hydrochloride Cl.N1CCC2(CC1)[C@@H](C1=CC=CC=C1C2)NS(=O)C(C)(C)C